C(#N)C=1C=C(C=C(C1C)F)[C@H]1N(OC(C1)O)C(=O)OC(C)(C)C tert-Butyl (3S)-3-(3-cyano-5-fluoro-4-methyl-phenyl)-5-hydroxy-isoxazolidine-2-carboxylate